N1C=NC2=C1C=CC(=C2)N2C(NCC2C2=CC=C(C=C2)C=2SC(=CC2)C)=O 1-(1H-benzimidazol-5-yl)-5-[4-(5-methylthiophen-2-yl)phenyl]imidazolidin-2-one